C(C)(C)[N-]C(C)C.[Li+] lithium di(isopropyl)amide